NCC(=O)[O-].C[NH2+]C dimethylammonium glycinat